Methyl-2,2-bis(4-methoxyphenyl)-6-nitrobenzo[d][1,3]dioxole-4-carboxylat COC(=O)C1=CC(=CC=2OC(OC21)(C2=CC=C(C=C2)OC)C2=CC=C(C=C2)OC)[N+](=O)[O-]